C(C(C)C)[Sn](N(C)C)(N(C)C)N(C)C i-butyl-tris(dimethylamino)tin